BrC1=C2C[C@@H](N(C2=CC=C1)C(=O)OC(C)(C)C)CO[Si](C)(C)C(C)(C)C (R)-tert-butyl 4-bromo-2-(((tert-butyldimethylsilyl)oxy)methyl)indoline-1-carboxylate